N(=[N+]=[N-])CCCC1=C2C=CNC2=CC(=C1OC=1C=CC(=C(C#N)C1)F)F 5-((4-(3-Azidopropyl)-6-fluoro-1H-indol-5-yl)oxy)-2-fluorobenzonitrile